C1(CCCCC1)NC(=O)C=1C=2C=C(NC2C=CC1)C1=CC=NC=C1 N-cyclohexyl-2-(pyridin-4-yl)-1H-indole-4-carboxamide